(R)-(6',7'-dihydrospiro[cyclopropane-1,5'-pyrrolo[1,2-c]imidazol]-1'-yl)(1-(phenylsulfonyl)-1H-indol-2-yl)methanamine C1(=C2N(C=N1)C1(CC2)CC1)[C@@H](N)C=1N(C2=CC=CC=C2C1)S(=O)(=O)C1=CC=CC=C1